3-((3S,6S,9aR)-2-acetyl-6-isobutyl-8-isopentyl-4,7-dioxooctahydro-2H-pyrazino[1,2-a]pyrazin-3-yl)propanamide C(C)(=O)N1C[C@@H]2N(C([C@@H]1CCC(=O)N)=O)[C@H](C(N(C2)CCC(C)C)=O)CC(C)C